C(CCCNC(C1=CC(=NC(=C1)C#C)C#C)=O)NC(C1=CC(=NC(=C1)C#C)C#C)=O N,N'-(butane-1,4-diyl)bis(2,6-diethynylisonicotinamide)